FC(C1=CC2=C(N(C(=N2)C2=C(C=CC(=N2)C(C)=NOCC)SC)C)C=C1)F 1-{6-[5-(difluoromethyl)-1-methylbenzimidazol-2-yl]-5-methylthiopyridin-2-yl}-N-ethoxy-ethaneimine